O=C1N(C(C2=CC=CC=C12)=O)NC(OC(C)(C)C)=O tert-Butyl (1,3-dioxoisoindolin-2-yl)carbamate